ClC=1C=C(C=CC1Cl)C=1N(C(=CC(C1C(=O)O)=O)CN1N=C(C2=C1CCOC2)C(F)(F)F)CC 2-(3,4-dichlorophenyl)-1-ethyl-4-oxo-6-[[3-(trifluoromethyl)-6,7-dihydro-4H-pyrano[4,3-c]pyrazol-1-yl]methyl]pyridine-3-carboxylic acid